C(C)(C)(C)OC(=O)N[C@@H](C(=O)OC)CI (S)-methyl 2-((tert-butoxycarbonyl) amino)-3-iodopropionate